ClC1=CC=C(C=C1)N(C(=O)C=1N=C(C=2N(C1)C(=CN2)C=2C=CC(=NC2)NC(OC)=O)C)C methyl N-[5-[6-[(4-chlorophenyl)-methyl-carbamoyl]-8-methyl-imidazo[1,2-a]pyrazin-3-yl]-2-pyridyl]carbamate